N-(7-bromo-6-chloro-3-hydroxy-1,3-dihydroisobenzofuran-5-yl)carbamic acid tert-butyl ester C(C)(C)(C)OC(NC=1C=C2C(OCC2=C(C1Cl)Br)O)=O